FC1=C2[C@H](N(C(C2=CC=C1C1=NC=CC(=C1)CN1CC(C1)(C)O)=O)[C@@H]1C(NC(CC1)=O)=O)C (S)-3-((R)-4-fluoro-5-(4-((3-hydroxy-3-methylazetidin-1-yl)methyl)pyridin-2-yl)-3-methyl-1-oxoisoindolin-2-yl)piperidine-2,6-dione